N1C=C(C2=CC=CC=C12)CC(CC=C(C)C)NC(=O)C1=CC2=C(S1)C=C(C=C2)N2CCN(CC2)C N-(1-(1H-indol-3-yl)-5-methylhex-4-en-2-yl)-6-(4-methylpiperazin-1-yl)benzo[b]thiophene-2-carboxamide